(R)-2-((R)-1,2-dihydroxypropan-2-yl)-N'-((2,4,5,6-tetrahydro-1H-cyclobuta[f]inden-3-yl)carbamoyl)thiazole-5-sulfonimidamide OC[C@@](C)(O)C=1SC(=CN1)[S@@](=O)(N)=NC(NC1=C2C(=CC=3CCCC13)CC2)=O